NC1=CC=C(C(=C1C=O)Br)F 6-amino-2-bromo-3-fluorobenzaldehyde